2-amino-3-(6-fluoro-2,3-dimethylphenyl)-3-methylbutyronitrile NC(C#N)C(C)(C)C1=C(C(=CC=C1F)C)C